4-(chloromethyl)-N-(1-methyl-1H-indol-5-yl)benzamide ClCC1=CC=C(C(=O)NC=2C=C3C=CN(C3=CC2)C)C=C1